N-[[6-[4-(Trifluoromethoxy)anilino]-2-pyridyl]sulfonyl]-2-(2,2,4-trimethylpyrrolidin-1-yl)pyridin-3-carboxamid FC(OC1=CC=C(NC2=CC=CC(=N2)S(=O)(=O)NC(=O)C=2C(=NC=CC2)N2C(CC(C2)C)(C)C)C=C1)(F)F